C1(CC1)N1C(C2=CN=C(C=C2CC1)O)=O 2-cyclopropyl-6-hydroxy-3,4-dihydro-2,7-naphthyridin-1(2H)-one